2-Phenylimidazo[1,2-a]pyridine-7-carboxylic acid C1(=CC=CC=C1)C=1N=C2N(C=CC(=C2)C(=O)O)C1